Tert-butyl-(3-(methoxy(methyl)amino)-3-oxopropyl)carbamic acid benzyl-(5-(methoxy(methyl)amino)-2-methyl-5-oxopent-2-yl)carbamate C(C1=CC=CC=C1)N(C(O)=O)C(C)(CCC(=O)N(C)OC)C.C(C)(C)(C)N(C(O)=O)CCC(=O)N(C)OC